CNC=1C(=CC=CC1)N N2-methylbenzene-1,2-diamine